(S)-4-((S)-sec-butyl)oxazolidine-2,5-dione [C@H](C)(CC)[C@@H]1NC(OC1=O)=O